6-methylene-androstane C=C1C[C@H]2[C@@H]3CCC[C@@]3(C)CC[C@@H]2[C@]2(CCCCC12)C